Cl.Cl.CN([C@@H](CN)CC1=CC=CC=C1)C (R)-N2,N2-dimethyl-3-phenylpropane-1,2-diamine dihydrochloride